5,7-Difluoro-1-(6-(4-(methylsulfonyl)piperazin-1-yl)pyridazin-3-yl)-1H-benzo[d][1,2,3]triazol-6-ol FC1=CC2=C(N(N=N2)C=2N=NC(=CC2)N2CCN(CC2)S(=O)(=O)C)C(=C1O)F